N-(4-((1H-pyrazol-1-yl)methyl)-2,3-dihydrobenzo-furo[7,6-d]isoxazol-8-yl)-3-bromobenzenesulfonamide N1(N=CC=C1)CC1=CC2=C(C(=NO2)NS(=O)(=O)C2=CC(=CC=C2)Br)C2=C1CCO2